4-Tert-butyl-2-(4,4-difluorocyclohexyl)benzoic acid C(C)(C)(C)C1=CC(=C(C(=O)O)C=C1)C1CCC(CC1)(F)F